(4-(6-(6-(difluoromethyl) imidazo[1,2-b]pyridazin-3-yl) pyrimidin-4-yl)-3-methylmorpholin-2-yl) methylsulfonate CS(=O)(=O)OC1C(N(CCO1)C1=NC=NC(=C1)C1=CN=C2N1N=C(C=C2)C(F)F)C